((Z)-N-methyl-N-(1-oxo-9-octadecyl)glycine) nitrogen [N].CN(CC(=O)O)C(CCCCCCCC=O)CCCCCCCCC